O1CC(CC1)OC(C=C)=O acrylic acid tetrahydrofuran-3-yl ester